4-((7-(cyclopent-1-en-1-yl)-6-methyl-2-oxo-2,3-dihydro-1H-imidazo[4,5-c]pyridin-1-yl)methyl)-3,5-difluorobenzenesulfonamide C1(=CCCC1)C=1C2=C(C=NC1C)NC(N2CC2=C(C=C(C=C2F)S(=O)(=O)N)F)=O